4-(pyridin-4-ylmethyl)pyrrolidine-2-carboxylic acid N1=CC=C(C=C1)CC1CC(NC1)C(=O)O